C(CCCC)OC(CCC(=O)OCCCCCCCC(CCCCCCCOC(CCC(OCCCCC)OCCCCC)=O)N(C1CCN(CC1)C)C(=O)SCCCCCCC)OCCCCC [15-(4,4-dipentoxybutanoyloxy)-8-[heptylsulfanylcarbonyl-(1-methyl-4-piperidyl)amino]pentadecyl] 4,4-dipentoxybutanoate